F[C@@H]1C[C@@]2(CCCN2C1)COC1=NC2=C(C(=CC=C2C(=N1)N1CCCCC1)C1=CC(=CC2=CC=C(C(=C12)C#C)F)O)F 4-(2-{[(2r,7as)-2-fluoro-hexahydro-1H-pyrrolizin-7a-yl]methoxy}-8-fluoro-4-(piperidin-1-yl)quinazolin-7-yl)-5-ethynyl-6-fluoronaphthalene-2-ol